6-chloro-3-{3-[(6-fluoronaphthalen-1-yl)oxy]propyl}-1H-indole-2-carboxylic acid ethyl ester C(C)OC(=O)C=1NC2=CC(=CC=C2C1CCCOC1=CC=CC2=CC(=CC=C12)F)Cl